6-chloro-1-[(3aR,4R,6R,6aR)-2,2-dimethyl-4-(4-methylpyrrolo-[2,3-d]pyrimidin-7-yl)-3a,4,6,6a-tetrahydrofuro[3,4-d][1,3]dioxol-6-yl]isochroman-3-ol ClC=1C=C2CC(OC(C2=CC1)[C@H]1O[C@H]([C@H]2[C@@H]1OC(O2)(C)C)N2C=CC1=C2N=CN=C1C)O